2-[2-(difluoromethoxy)ethoxy]-3-fluoro-6-methoxy-5-nitro-pyridine FC(OCCOC1=NC(=C(C=C1F)[N+](=O)[O-])OC)F